N-phenacyl-pyridinium bromide [Br-].C(C(=O)C1=CC=CC=C1)[N+]1=CC=CC=C1